C1(CCCC1)N1C2=NC(=NC=C2N=C1NC1=CC=CC=C1)NC1=CC=C(C=C1)N1CCC(CC1)N(C)CC=1C(=C2CN(C(C2=CC1)=O)C1C(NC(CC1)=O)=O)F 3-(5-(((1-(4-((9-cyclopentyl-8-(phenylamino)-9H-purin-2-yl)amino)phenyl)piperidin-4-yl)(Methyl)amino)methyl)-4-fluoro-1-oxoisoindolin-2-yl)piperidine-2,6-dione